(2-amino-3-(3-(4-(pyridin-2-yl)benzyl)isoxazol-5-yl)pyridin-1-ium-1-yl)methyl hydrogen phosphate P(=O)(OC[N+]1=C(C(=CC=C1)C1=CC(=NO1)CC1=CC=C(C=C1)C1=NC=CC=C1)N)(O)[O-]